(S)-2'-chloro-N-(5-((5-(1-hydroxyethyl)pyridin-2-yl)methoxy)-1,3,4-thiadiazol-2-yl)-5'-methoxy-6-methyl-(4,4'-bipyridyl)-3-carboxamide ClC1=NC=C(C(=C1)C1=C(C=NC(=C1)C)C(=O)NC=1SC(=NN1)OCC1=NC=C(C=C1)[C@H](C)O)OC